[C@H]12[C@H](C[C@H](CC1)C2)OC2=NNC=C2 3-[(1S,2S,4R)-norbornan-2-yl]oxy-1H-pyrazole